N1N=CC2=CC(=CC=C12)NC1=NC=C(C(=N1)C1=CC=C2C=C(NC2=C1)C(=O)NC1=CN=NC=C1)C(F)(F)F 6-(2-((1H-indazol-5-yl)amino)-5-(trifluoro-methyl)pyrimidin-4-yl)-N-(pyridazin-4-yl)-1H-indole-2-carboxamide